methyl-2-(4-ethoxyphenyl)-1,7-naphthyridine-4-carboxylic acid CC=1C(=NC2=CN=CC=C2C1C(=O)O)C1=CC=C(C=C1)OCC